4-(6-Benzyl-4-cyano-3-hydroxy-pyridin-2-yl)-4-oxo-butyric acid C(C1=CC=CC=C1)C1=CC(=C(C(=N1)C(CCC(=O)O)=O)O)C#N